N-(2-[4-chloro-7-(3-methyl-2-butenyl)-1H-indol-3-yl]ethyl)acetamide ClC1=C2C(=CNC2=C(C=C1)CC=C(C)C)CCNC(C)=O